N,N-Dimethylaminopropyl 5-Aminosulfonyl-4-chloro-2-[(2-furanylmethyl)amino]benzoate NS(=O)(=O)C=1C(=CC(=C(C(=O)OCCCN(C)C)C1)NCC=1OC=CC1)Cl